FC(C(=O)OCCC(CCCCCCCCC)N(CCCN(C)C)C(=O)OCC1=CC=CC=C1)(CCCCCCCC)CCCCCC 3-{[(benzyloxy)carbonyl][3-(dimethylamino)propyl]amino}dodecyl 2-fluoro-2-hexyldecanoate